CSC1=NC=CC(=N1)COC=1C=C2C=CNC2=CC1 5-((2-(methylthio)pyrimidin-4-yl)methoxy)-1H-indole